C(C)OC([C@H](C)N=P(=O)OC1=C(C=CC=C1)Cl)=O.C(C)(C)(C)[S@](=O)N (S)-(-)-tert-butyl-sulfinamide (2S)-ethyl-2-(chloro(phenoxy)phosphorylamino)propanoate